4-bromo-1H-pyrrolo[2,3-d]pyridazine BrC1=C2C(=CN=N1)NC=C2